N-[3-(5-chloro-1H-pyrrolo[2,3-b]pyridine-3-carbonyl)-2,4-difluoro-phenyl]morpholine ClC=1C=C2C(=NC1)NC=C2C(=O)C=2C(=C(C=CC2F)N2CCOCC2)F